1-(1-Acetyl-1H-indol-4-yl)-3-Cyclopropyl-5-((2-fluoro-4-iodophenyl)amino)-6,8-dimethylpyrido[4,3-d]pyrimidine-2,4,7(1H,3H,6H)-trione C(C)(=O)N1C=CC2=C(C=CC=C12)N1C(N(C(C=2C1=C(C(N(C2NC2=C(C=C(C=C2)I)F)C)=O)C)=O)C2CC2)=O